O1C(OC(C1)C(=C(C(=O)[O-])C)C)=O [1,3-Dioxolan-2-on-4-yl]-methylmethacrylat